CC1=C(C=CC=C1C(F)(F)F)C1=CC2(CN(C2)C=O)CC1 (6-(2-methyl-3-(trifluoromethyl)phenyl)-2-azaspiro[3.4]oct-5-en-2-yl)methanone